2-amino-4-cyclopropyl-6-(((3R,5S)-3,5-dimethylpiperazin-1-yl)methyl)phenol NC1=C(C(=CC(=C1)C1CC1)CN1C[C@H](N[C@H](C1)C)C)O